C1(CCCCC1)C[C@H](C(=O)N1CC([C@](CC1)(O)CN1C(C=C(C(=C1)C(=O)N1CCNCC1)C1=CC=CC=C1)=O)(C)C)C 1-(((S)-1-((R)-3-cyclohexyl-2-methylpropanoyl)-4-hydroxy-3,3-dimethylpiperidin-4-yl)methyl)-4-phenyl-5-(piperazine-1-carbonyl)pyridin-2(1H)-one